BrC1=C(C=C(CC=2C(=C(C(=O)N)C=C(C2)F)OC)C=C1F)OCC (4-bromo-3-ethoxy-5-fluorobenzyl)-5-fluoro-2-methoxybenzamide